tert-butyl (2S)-2-[(2S)-2-[6-(2,5-dioxo-2,5-dihydro-1H-pyrrol-1-yl)hexanamido]-N-methylpropanamido]propanoate O=C1N(C(C=C1)=O)CCCCCC(=O)N[C@H](C(=O)N(C)[C@H](C(=O)OC(C)(C)C)C)C